(2R)-N-[2-(4-hydroxyphenyl)ethyl]-N-isopropyl-2-(octanoylamino)butanediamide OC1=CC=C(C=C1)CCN(C([C@@H](CC(=O)N)NC(CCCCCCC)=O)=O)C(C)C